rac-(αR*)-α-(acetylamino)-1H-indole-3-propionic acid C(C)(=O)N[C@@H](C(=O)O)CC1=CNC2=CC=CC=C12 |r|